Br[Si]1(C[Si](CCC1)(C)C)C 1-bromo-1,3,3-trimethyl-1,3-disilacyclohexane